[4-[(2-methylpropane-2-sulfinyl)amino]-4-(trifluoromethyl)cyclohexyl]carbamate CC(C)(C)S(=O)NC1(CCC(CC1)NC([O-])=O)C(F)(F)F